C(N)(=O)C=1N=NC(=CC1NC1=NC=C(C(=O)O)C=C1)C1=C(C=CC=C1F)F 6-((3-carbamoyl-6-(2,6-difluorophenyl)pyridazin-4-yl)amino)nicotinic acid